NC1=C(C=CC(=C1)C)C=C 1-(2-amino-4-methylphenyl)ethaneN